CC(=CCC1=C(C2=C(C=C1)C(=O)C3=C(C=CC=C3O2)O)O)C The molecule is a member of the class of xanthones that is 9H-xanthen-9-one substituted by hydroxy groups at positions 1 and 5 and a prenyl group at position 6. It has a role as a plant metabolite. It is a member of xanthones and a polyphenol.